C(C=C)C1(C(OCC1)O)CC=C 3,3-diallyl-tetrahydrofuran-2-ol